C(#N)C1=NC=CC(=C1)C1=NC=2C(=NC=CC2N2CC3CCC(C2)N3C(=O)OC(C)(C)C)N1 tert-butyl 3-(2-(2-cyanopyridin-4-yl)-3H-imidazo[4,5-b]pyridin-7-yl)-3,8-diazabicyclo[3.2.1]octane-8-carboxylate